FC=1C(NC(N(C1)[C@H]1C[C@@H]([C@H](O1)C(C)(C)O[P@](=O)(OC1=CC=CC=C1)N[C@@H](C)C(=O)OC(C)C)O)=O)=O isopropyl ((R)-((2-((2S,3S,5R)-5-(5-fluoro-2,4-dioxo-3,4-dihydropyrimidin-1(2H)-yl)-3-hydroxytetrahydrofuran-2-yl)propan-2-yl)oxy)(phenoxy)phosphoryl)-L-alaninate